C(C)(C)(C)OC(=O)NC(CC=1C=C2N(N=C(C=C2N(C(OC(C)(C)C)=O)CC=2SC=CC2)Cl)C1C)C tert-butyl N-(6-{2-[(tert-butoxycarbonyl)amino]propyl}-2-chloro-7-methylpyrrolo[1,2-b]pyridazin-4-yl)-N-(thiophen-2-ylmethyl)carbamate